FC=1C=CC(=C(CN2C=CC3=CC(=CC=C23)C(=O)O)C1)OC(C)C 1-(5-fluoro-2-isopropoxybenzyl)-1H-indole-5-carboxylic acid